7-(4-chlorophenyl)-8-(2-methyl-6-(trifluoromethyl)pyridin-4-yl)-[1,2,4]triazolo[4,3-c]pyrimidin-5-amine ClC1=CC=C(C=C1)C1=C(C=2N(C(=N1)N)C=NN2)C2=CC(=NC(=C2)C(F)(F)F)C